butyl 4-((5-fluoro-4-(8-fluoroquinolin-6-yl)pyrimidin-2-yl)amino)piperidine-1-carboxylate FC=1C(=NC(=NC1)NC1CCN(CC1)C(=O)OCCCC)C=1C=C2C=CC=NC2=C(C1)F